C(C)OC1=NC(=CC=C1B(O)O)OCC 2,6-DIETHOXYPYRIDINE-3-BORONIC ACID